N1=C(C=CC=2CCCNC12)CCN1CC2(C1)CC(C2)C(=O)NC[C@@H](C(=O)OCC)NS(=O)(=O)C2=C(C=C(C=C2C)C)C Ethyl (S)-3-(2-(2-(5,6,7,8-tetrahydro-1,8-naphthyridin-2-yl)ethyl)-2-azaspiro[3.3]heptane-6-carboxamido)-2-((2,4,6-trimethylphenyl)sulfonamido)propanoate